C(C1=CC=CC=C1)OCC12CCN(CC2C1)C(=O)OC(C)(C)C tert-butyl 6-((benzyloxy)methyl)-3-azabicyclo[4.1.0]heptane-3-carboxylate